3,4,5-trichloro-N-phenylaniline ClC=1C=C(NC2=CC=CC=C2)C=C(C1Cl)Cl